trans-N-((trans-4-(3-cyano-4-methoxyphenyl)cyclohexyl)methyl)-N-(3-(1-ethyl-1H-pyrazol-4-yl)phenyl)-4-hydroxycyclohexanecarboxamide C(#N)C=1C=C(C=CC1OC)[C@@H]1CC[C@H](CC1)CN(C(=O)[C@@H]1CC[C@H](CC1)O)C1=CC(=CC=C1)C=1C=NN(C1)CC